(4-methoxyphenyl)sulfonium 10-camphorsulfonate C12(C(=O)CC(CC1)C2(C)C)CS(=O)(=O)[O-].COC2=CC=C(C=C2)[SH2+]